tert-Butyl 4-(o-tolyl)-1,4-diazepane-1-carboxylate C1(=C(C=CC=C1)N1CCN(CCC1)C(=O)OC(C)(C)C)C